Cl.Cl.FC(C1=C(C=CC(=C1)C=1C=2N(C=C(N1)C=1C=NN(C1)C)N=CC2)CN)F (2-(difluoromethyl)-4-(6-(1-methyl-1H-pyrazol-4-yl)pyrazolo[1,5-a]pyrazin-4-yl)phenyl)methylamine dihydrochloride